6-chloro-N-[3-[(1S)-2-(4-fluoroanilino)-1-methyl-2-oxo-ethyl]-1-bicyclo[1.1.1]pentanyl]pyridin-1-ium-3-carboxamide ClC1=CC=C(C=[NH+]1)C(=O)NC12CC(C1)(C2)[C@@H](C(=O)NC2=CC=C(C=C2)F)C